2-((3R)-3-((Z)-2-(2-aminothiazol-4-yl)-2-((1,5-dihydroxy-4-oxo-1,4-dihydropyridin-2-yl)methoxyimino)acetamido)-2-hydroxy-1,2-oxaborinan-6-yl)acetic acid NC=1SC=C(N1)/C(/C(=O)N[C@@H]1B(OC(CC1)CC(=O)O)O)=N/OCC=1N(C=C(C(C1)=O)O)O